N[C@H]1CN(CCC1)C1=C2C(=NC=C1)N(C(=N2)C2=C(C=C(C#N)C=C2)OC)C2=C(C=C(C=C2)N2C[C@H](CC2)OC)F 4-(7-((R)-3-aminopiperidin-1-yl)-3-(2-fluoro-4-((S)-3-methoxypyrrolidin-1-yl)phenyl)-3H-imidazo[4,5-b]pyridin-2-yl)-3-methoxybenzonitrile